(3-benzyloxy-4,5-dimethoxy-phenyl)ethanamine C(C1=CC=CC=C1)OC=1C=C(C=C(C1OC)OC)C(C)N